[Ti].[Cu].[Al] Aluminum-copper-titanium